16-fluoro-5,10,19-trimethyl-20-oxa-3,4,9,10,11,23-hexaazapentacyclo[19.3.1.02,6.08,12.013,18]pentacosa-1(24),2(6),4,8,11,13,15,17,21(25),22-decaen-22-amine FC1=CC=C2C3=NN(N=C3CC=3C(=NNC3C3=CN=C(C(OC(C2=C1)C)=C3)N)C)C